3,6-dichloro-1-(3-((1-(3-methoxypyridazin-4-yl)5-methyl-4-nitro-1H-pyrazol-3-yl)oxy)propyl)-1H-pyrazolo[3,4-d]pyrimidine ClC1=NN(C2=NC(=NC=C21)Cl)CCCOC2=NN(C(=C2[N+](=O)[O-])C)C2=C(N=NC=C2)OC